(2S)-2-[(1-ethoxyethoxy)methyl]oxirane C(C)OC(C)OC[C@H]1OC1